N1=C(C=CC=C1)\C=C/1\C(CCCC1)=O (2E)-2-(pyridin-2-ylmethylidene)cyclohexan-1-one